(Z)-4-(4-chlorophenyl-sulfonyl)-3-fluoro-but-2-en-1-amine hydrochloride Cl.ClC1=CC=C(C=C1)S(=O)(=O)C/C(=C/CN)/F